4-((4-((4,4-difluoropiperidin-1-yl)methyl)-3-fluorobenzyl)thio)-2-(2,6-dioxopiperidin-3-yl)isoindoline-1,3-dione FC1(CCN(CC1)CC1=C(C=C(CSC2=C3C(N(C(C3=CC=C2)=O)C2C(NC(CC2)=O)=O)=O)C=C1)F)F